3-(1,2,3,4-tetrahydroquinoline-2-yl)benzamide Sodium [Na].N1C(CCC2=CC=CC=C12)C=1C=C(C(=O)N)C=CC1